OC[C@@H](CC1=CC=CC=C1)NC(C(=O)NC1=CC2=C(N(C(=N2)C(F)(F)F)C)C=C1)=O (R)-N1-(1-hydroxy-3-phenylpropan-2-yl)-N2-(1-methyl-2-(trifluoromethyl)-1H-benzo[d]imidazol-5-yl)oxalamide